Isopropoxide Cerium [Ce+3].CC([O-])C.CC([O-])C.CC([O-])C